O.CN Methylamine hydrate